(R-2S)-N'-(((S)-3-(methoxymethyl)-1,2,3,5,6,7-hexahydro-s-indacen-4-yl)carbamoyl)-2-methyl-2,3-dihydropyrazolo[5,1-b]oxazole-7-sulfonimidamide COC[C@H]1CCC2=CC=3CCCC3C(=C12)NC(=O)N=[S@](=O)(N)C=1C=NN2C1O[C@H](C2)C